[Si](C)(C)(C(C)(C)C)OC1CC(N(C1)C(=O)OC(C)(C)C)COC1=CC(=C(C=C1)C)C(NC1(CC1)C1=CC=CC2=CC=CC=C12)=O tert-butyl 4-((tert-butyldimethylsilyl)oxy)-2-((4-methyl-3-((1-(naphthalen-1-yl)cyclopropyl)carbamoyl) phenoxy)methyl)pyrrolidine-1-carboxylate